2-(3-{3-[(S)-fluoro(4-methyl-1,2,4-triazol-3-yl)methyl]oxetan-3-yl}phenyl)-3-oxo-7-(trifluoromethyl)-1H-isoindole-5-carbaldehyde F[C@@H](C1(COC1)C=1C=C(C=CC1)N1CC2=C(C=C(C=C2C1=O)C=O)C(F)(F)F)C1=NN=CN1C